P(OC1=C(C(=C(C(=C1C1=C(C=C(C=C1)C(C)(C)C)C(C)(C)C)C1=C(C=C(C=C1)C(C)(C)C)C(C)(C)C)C1=CC=C(C=C1)OP[O-])C1=C(C=C(C=C1)C(C)(C)C)C(C)(C)C)C1=C(C=C(C=C1)C(C)(C)C)C(C)(C)C)[O-] tetrakis(2,4-di-tert-butylphenyl)-[1,1-biphenyl]-4,4'-diyl bisphosphonite